CC1(OB(OC1(C)C)C=1C=NC2=CN(N=C2C1)C)C 4,4,5,5-tetramethyl-2-(2-methyl-2H-1,2,4-triazainden-6-yl)-1,3,2-dioxaborolane